tert-butyl 4-[7-({8-fluoro-2-methylimidazo[1,2-a]pyridin-6-yl}carbamoyl)-2-(prop-1-en-2-yl)indazol-4-yl]piperazine-1-carboxylate FC=1C=2N(C=C(C1)NC(=O)C1=CC=C(C3=CN(N=C13)C(=C)C)N1CCN(CC1)C(=O)OC(C)(C)C)C=C(N2)C